N-(3-(aminomethyl)-5-fluorophenyl)-1-methyl-1H-pyrazole-4-carboxamide NCC=1C=C(C=C(C1)F)NC(=O)C=1C=NN(C1)C